N-(6-cyano-2-isopropyl-1-oxoisoindolin-4-yl)-3-((4,5-dimethylisoxazol-3-yl)ethynyl)benzenesulfonamide C(#N)C1=CC(=C2CN(C(C2=C1)=O)C(C)C)NS(=O)(=O)C1=CC(=CC=C1)C#CC1=NOC(=C1C)C